4-hydroxyl-methylimidazolidine-2-on OC1NC(N(C1)C)=O